CN1CCN(CCC1)C(=O)N(CCCCCCCC(=O)[O-])C1CC(C1)CC(=O)OCC(CCCCCCCC)CCCCCCCC 8-{(4-methyl-1,4-diazepane-1-carbonyl)[(1r,3r)-3-{2-[(2-octyldecyl)oxy]-2-oxoethyl}cyclobutyl]amino}octanoate